N-((S)-1-(2-((S)-2-cyanopyrrolidin-1-yl)-2-oxoethyl)pyrrolidin-3-yl)-6-methoxybenzofuran-3-carboxamide C(#N)[C@H]1N(CCC1)C(CN1C[C@H](CC1)NC(=O)C1=COC2=C1C=CC(=C2)OC)=O